3-amino-5-chloro-1-(tetrahydro-2H-pyran-4-yl)pyridin-2(1H)-one NC=1C(N(C=C(C1)Cl)C1CCOCC1)=O